C1(=CC=CC=C1)[C@@H](CC=1C=C2C(=NC=NC2=CC1)N1CC2(C1)CCNCC2)C |r| 2-(6-((RS)-2-phenylpropyl)quinazolin-4-yl)-2,7-diazaspiro[3.5]nonan